COC=1C=C2C(=NC(=NC2=CC1)C)SCC(=O)C1=CC=C(S1)CNC(=O)C=1N(C=CN1)C N-((5-(2-((6-methoxy-2-methylquinazolin-4-yl)thio)acetyl)thiophen-2-yl)methyl)-1-methyl-1H-imidazole-2-carboxamide